N[C@@H](CCC(=O)[O-])C(=O)OC(CCCCC)=O.[Na+].[Na+].C(CCCCC)(=O)OC([C@@H](N)CCC(=O)[O-])=O disodium caproyl glutamate